C(C=C)(=O)N1C[C@H]2N(C(CN(C2)C2=CC=C(C=C2)C(F)(F)F)=O)CC1 (S)-8-acryloyl-2-(4-(trifluoromethyl)phenyl)octahydro-4H-pyrazino[1,2-a]pyrazin-4-one